FC=1C=C(C=C(C1OC1=C2C(=NC=C1)NC=C2CCC(F)(F)F)F)NC(=O)NCC2(COC2)F N-(3,5-difluoro-4-{[3-(3,3,3-trifluoropropyl)-1H-pyrrolo[2,3-b]pyridin-4-yl]oxy}phenyl)-N'-[(3-fluorooxetan-3-yl)methyl]urea